(2,6-dihydroxy-5'-methyl-4-pentyl-2'-(prop-1-en-2-yl)-1',2',3',4'-tetrahydro-[1,1'-biphenyl]-3-yl)(1H-indol-1-yl)methanone OC1=C(C(=CC(=C1C(=O)N1C=CC2=CC=CC=C12)CCCCC)O)C1C(CCC(=C1)C)C(=C)C